tert-Butyl 8-(((2-methoxy-2-oxoethyl)amino)methyl)-3,4-dihydroisoquinoline-2(1H)-carboxylate COC(CNCC=1C=CC=C2CCN(CC12)C(=O)OC(C)(C)C)=O